FC1=C2C(C(N(C2=C(C=C1C(F)(F)F)F)CC(=O)N[C@@H]([C@H](CC(=O)OC(C)(C)C)C)C)=O)(C)C tert-butyl (3s,4r)-4-(2-(4,7-difluoro-3,3-dimethyl-2-oxo-5-(trifluoromethyl) indol-1-yl) acetamido)-3-methylpentanoate